N-(4-fluoro-[1,1'-biphenyl]-3-yl)-1H-imidazole-5-carboxamide FC1=C(C=C(C=C1)C1=CC=CC=C1)NC(=O)C1=CN=CN1